S1CCNCC1 Tetrahydro-1,4-thiazin